(S)-(4-amino-1,3-dihydrofuro[3,4-c][1,7]naphthyridin-8-yl)(2-(4-(trifluoromethyl)phenyl)piperazin-1-yl)methanone NC1=NC=2C=NC(=CC2C2=C1COC2)C(=O)N2[C@H](CNCC2)C2=CC=C(C=C2)C(F)(F)F